6-(2-Cyclopropyl-2-carbonyl-acetamido)-4-((2-methoxy-3-(1-methyl-1H-1,2,4-triazol-3-yl)phenyl)amino)-N-(methyl-d3)pyridazine-3-carboxamide C1(CC1)C(C(=O)NC1=CC(=C(N=N1)C(=O)NC([2H])([2H])[2H])NC1=C(C(=CC=C1)C1=NN(C=N1)C)OC)=C=O